C(C)C1=C(C=C(C(=C1CC)OC)C)O 2,3-Diethyl-5-methyl-4-methoxy-phenol